FC=1C=C(C(=NC1)C1(C=C(C(C(C1)(C)C)=O)C#N)OC)C1=CC=2N(C=C1)N=C(N2)C 3-[5-fluoro-3-(2-methyl[1,2,4]triazolo[1,5-a]pyridin-7-yl)pyridin-2-yl]-3-methoxy-5,5-dimethyl-6-oxocyclohex-1-ene-1-carbonitrile